(E)-4-(dimethylamino)-1-(4-(4-((3-methyl-4-((1-methyl-1H-benzo[d]imidazol-5-yl)oxy)phenyl)-amino)pyrrolo[2,1-f][1,2,4]triazin-5-yl)piperazin-1-yl)but-2-en-1-one CN(C/C=C/C(=O)N1CCN(CC1)C=1C=CN2N=CN=C(C21)NC2=CC(=C(C=C2)OC2=CC1=C(N(C=N1)C)C=C2)C)C